11-[(R)-[1-benzyl-4-(2,5-difluorophenyl)-1H-pyrrol-2-yl](cyclohexyl)methyl]-2,2-dimethyl-6,12-dioxo-5-oxa-14-thia-7,11-diaza-2-silaheptadecane C(C1=CC=CC=C1)N1C(=CC(=C1)C1=C(C=CC(=C1)F)F)[C@H](N(CCCNC(OCC[Si](C)(C)C)=O)C(CSCCC)=O)C1CCCCC1